4-bromo-2-methyl-1-benzofuran-7-carboxylic acid BrC1=CC=C(C2=C1C=C(O2)C)C(=O)O